NC=1SC(=C(C1C(=O)O)C)C 2-amino-4,5-dimethylthiophene-3-carboxylic acid